6-Carboxy-1,4,8,11-tetraazaundecane C(=O)(O)C(CNCCN)CNCCN